CC1C2C3C(C(C1)C2)C(=O)OC3=O 5-methylbicyclo[2.2.1]heptane-2,3-dicarboxylic anhydride